FC1=CC=C(C=C1)N1C(=NC(=C1)I)C(F)(F)F 1-(4-fluorophenyl)-4-iodo-2-(trifluoromethyl)-1H-imidazole